ClC1=CC2=C(N(C(N=C2N2C(CN(CC2)C(C=C)=O)C(F)(F)F)=O)C=2C(=NC=CC2C)C(C)C)N=C1C1=C(C=CC=C1)F (M)-6-chloro-7-(2-fluorophenyl)-1-(4-methyl-2-(2-propanyl)-3-pyridinyl)-4-(4-(2-propenoyl)-2-(trifluoromethyl)-1-piperazinyl)pyrido[2,3-d]pyrimidin-2(1H)-one